FC1=C(C=C(C=C1)F)C1=CC=C(C=C1)N1C(N(CC1)C=1SC(=C(N1)C)S(=O)(=O)N)=O 2-(3-(2',5'-difluoro-[1,1'-biphenyl]-4-yl)-2-oxoimidazolidin-1-yl)-4-methylthiazole-5-sulfonamide